5-amino-6-(2-chloro-5-fluorophenyl)-6-hydroxy-7-(4-methoxybenzyl)-8-oxo-1,6,7,8-tetrahydropyrrolo[3,4-g]indazole-3-carbonitrile NC=1C=C2C(=NNC2=C2C1C(N(C2=O)CC2=CC=C(C=C2)OC)(O)C2=C(C=CC(=C2)F)Cl)C#N